N/C(/NCCC[C@@H](NC(C(C1=CC=CC=C1)C=1C=C(OCCCCNC(OC(C)(C)C)=O)C=CC1)=O)C(NCC1=CC=C(C=C1)O)=O)=N/C(NCCNC(CC)=O)=O tert-butyl (4-(3-((4R,Z)-9-amino-4-((4-hydroxybenzyl)-carbamoyl)-2,11,16-trioxo-1-phenyl-3,8,10,12,15-pentaazaoctadec-9-en-1-yl)phenoxy)-butyl)carbamate